3,5,5-trimethyl-hexyl phenyl ether C1(=CC=CC=C1)OCCC(CC(C)(C)C)C